C1(=CC=CC=C1)N1OC(=CC1)C1=CC=CC=C1 2,5-diphenylisoxazole